BrC=1C=C(C(=NC1)C)C(C#N)(CO)C (5-bromo-2-methylpyridin-3-yl)-3-hydroxy-2-methylpropanenitrile